bis(5-(tert-butyl)benzo[d]oxazol-2-yl)thiophene C(C)(C)(C)C=1C=CC2=C(N=C(O2)C2=C(SC=C2)C=2OC3=C(N2)C=C(C=C3)C(C)(C)C)C1